C(C)(C)(C)OC(=O)N1CC(C1)N1CCC(CC1)S(N)(=O)=O tert-Butyl-3-(4-sulfamoylpiperidin-1-yl)azetidine-1-carboxylate